7-chloro-1-((trimethylsilyl)ethynyl)-2,6-naphthyridine ClC1=NC=C2C=CN=C(C2=C1)C#C[Si](C)(C)C